C1(CC1)S(=O)(=O)NC1=CC(=NC=C1)[C@H](CN1CCNCC1)NC(=O)C=1SC(=CN1)C1=NC(=CN=C1)OCC (S)-N-(1-(4-(cyclopropanesulphonylamino)pyridin-2-yl)-2-(piperazin-1-yl)ethyl)-5-(6-ethoxypyrazin-2-yl)thiazole-2-carboxamide